5-(3-aminophenyl)-N-(4-chloro-1H-indazol-5-yl)isoxazol-3-amine NC=1C=C(C=CC1)C1=CC(=NO1)NC=1C(=C2C=NNC2=CC1)Cl